C(C)OC1=CC=C(C(=O)C2C3=C(SC2(C)CC2=COC4=CC=CC=C4C2=O)C=CC=C3)C=C1 3-((3-(4-ethoxybenzoyl)-2-methyl-2,3-dihydrobenzo[b]thiophen-2-yl)methyl)-4H-chromen-4-one